(S)-1-[(S)-3-methyl-1-({4-[2-(4-methyl-1-piperazinyl)-2-oxoethyl]-1-piperidinyl}carbonyl)butyl]-3-isobutyl-2-piperazinone CC(C[C@@H](C(=O)N1CCC(CC1)CC(=O)N1CCN(CC1)C)N1C([C@@H](NCC1)CC(C)C)=O)C